ClC=1C(=NC=CC1)N1N=C(C=C1N1N=CC=2C=C(C3=C(C(OC=N3)=O)C21)C)OC [2-(3-chloro-2-pyridinyl)-5-methoxy-pyrazol-3-yl]-5-methyl-1H-pyrazolo[3,4-f][3,1]benzoxazin-9-one